F[C@@]1(C=2C=CC=NC2[C@H](CC1)O)C(=O)NCC1=C(C=C(C=C1)OC)C(F)(F)F (5S,8S)-5-fluoro-8-hydroxy-N-(4-methoxy-2-(trifluoromethyl)benzyl)-5,6,7,8-tetrahydroquinoline-5-carboxamide